CC=1N=NN(C1)C1=CC=C(C(=O)N([C@H]2CNCCC2)C2=NC=CC3=C2C(=CS3)C)C=C1 (R)-4-(4-methyl-1H-1,2,3-triazol-1-yl)-N-(3-methylthieno[3,2-c]pyridin-4-yl)-N-(piperidin-3-yl)benzamide